FC1=C(C=2C=NC(=NC2C=C1C1=C(C2=C(OCCN2)N=C1)C)NC=1C=NN(C1)C1CC2(CN(C2)C2(COC2)C)C1)N 6-fluoro-7-(8-methyl-2,3-dihydro-1H-pyrido[2,3-b][1,4]oxazin-7-yl)-N~2~-{1-[2-(3-methyloxetan-3-yl)-2-azaspiro[3.3]heptan-6-yl]-1H-pyrazol-4-yl}quinazoline-2,5-diamine